O=C1NC2=C(N1C1CCOCC1)C=CC(=C2)C=2C=CC=C(C(=O)N)C2 5-(2-oxo-1-(tetrahydro-2H-pyran-4-yl)-2,3-dihydro-1H-benzo[d]imidazol-5-yl)benzamide